COC=1C2=C(N=CN1)N(C1=C2N=CC=C1)[C@H]1[C@H](O)[C@H](O)[C@H](O1)CO 4-methoxy-9-(β-D-ribofuranosyl)-9H-pyrido[2',3':4,5]pyrrolo[2,3-d]pyrimidine